FC(CN1N=CC2=CC=C(C=C12)COC1=CC=CC(=N1)C1CCN(CC1)CC1=NC=2C(=NC(=CC2)C(=O)[O-])N1CC1OCC1)F 2-((4-(6-((1-(2,2-difluoroethyl)-1H-indazol-6-yl) methoxy) pyridin-2-yl) piperidin-1-yl) methyl)-3-(oxetan-2-ylmethyl)-3H-imidazo[4,5-b]pyridine-5-carboxylate